CCCCCC[C@H](C/C=C\CCCCCCCC(=O)O)O diricinoleate